(rac)-1-(1-(2,2-Difluoroethyl)-1H-pyrazol-3-yl)-1-(pyridin-4-yl)ethan FC(CN1N=C(C=C1)[C@H](C)C1=CC=NC=C1)F |r|